N-(1'-(2-methoxy-6-methylpyrimidin-4-yl)-1',2'-dihydrospiro[cyclopropane-1,3'-pyrrolo[3,2-c]pyridin]-6'-yl)acetamide COC1=NC(=CC(=N1)N1CC2(C=3C=NC(=CC31)NC(C)=O)CC2)C